bromo-3-((1-(1-methylpiperidin-4-yl)-1H-pyrazol-4-yl)oxy)pyrazin-2-amine BrC=1N=C(C(=NC1)N)OC=1C=NN(C1)C1CCN(CC1)C